OCC1=NC(=NO1)C=1C(=C(C=CC1)NC1=NC=NC=C1C(=O)NC)OC 4-((3-(5-(hydroxymethyl)-1,2,4-oxadiazol-3-yl)-2-methoxyphenyl)amino)-N-methylpyrimidine-5-carboxamide